1-(2,4-difluorophenyl)-3,4-dihydroisoquinoline-2(1H)-carboxylic acid FC1=C(C=CC(=C1)F)C1N(CCC2=CC=CC=C12)C(=O)O